NCCC1=CC(=NC2=CC(=CC=C12)C1=NNC=C1)N 4-(2-aminoethyl)-7-(1H-pyrazol-3-yl)quinolin-2-amine